2-(6-{5-chloro-2-[(oxan-4-yl)amino]pyrimidin-4-yl}-1-oxo-2,3-dihydro-1H-isoindol-2-yl)-N-[(6-methoxypyridin-2-yl)methyl]acetamide ClC=1C(=NC(=NC1)NC1CCOCC1)C1=CC=C2CN(C(C2=C1)=O)CC(=O)NCC1=NC(=CC=C1)OC